BrC1=CC(=C(C(=O)NC)C=C1)NC(=O)NC1=CC(=CC(=C1)Cl)Cl 4-bromo-2-[3-(3,5-dichlorophenyl)ureido]-N-methylbenzamide